ClC=1N=C(C2=C(N1)C1=C(S2)C=CC=C1)Cl 2,4-dichlorobenzothieno[3,2-d]Pyrimidine